C(CCCCCCCCC=C)S=C(C)O.CC1=NC(=CC(=N1)NC1=NC=C(C(=O)NOCC)C(=C1)NC1=C(C(=CC=C1)C1=NC=C(C=N1)F)OC([2H])([2H])[2H])C 6-((2,6-dimethylpyrimidin-4-yl)amino)-N-ethoxy-4-((3-(5-fluoropyrimidin-2-yl)-2-(methoxy-d3)phenyl)amino)nicotinamide S-(10-undecenyl)thioacetate